methyl 2-(4-chloro-3-fluoro-phenyl)-1-ethyl-4-oxo-6-[[3-(trifluoromethyl) pyrazol-1-yl]methyl]pyridine-3-carboxylate ClC1=C(C=C(C=C1)C=1N(C(=CC(C1C(=O)OC)=O)CN1N=C(C=C1)C(F)(F)F)CC)F